1,4-bis(4-piperidinyl)butane N1CCC(CC1)CCCCC1CCNCC1